ClC1=NC=CC(=C1)NC(N([C@@H](C)C1=CNC(C2=CC=CC=C12)=O)C)=O (S)-3-(2-chloropyridin-4-yl)-1-methyl-1-(1-(1-oxo-1,2-dihydroisoquinolin-4-yl)ethyl)urea